3-((2-((S)-(4,4-difluorocyclohexyl)(1-ethyl-1H-pyrazole-5-carboxamido)methyl)-7-methoxyimidazo[1,2-b]pyridazin-6-yl)methyl)-5,5-difluoro-2-oxopiperidine-3-carboxylic acid FC1(CCC(CC1)[C@@H](C=1N=C2N(N=C(C(=C2)OC)CC2(C(NCC(C2)(F)F)=O)C(=O)O)C1)NC(=O)C1=CC=NN1CC)F